N-[2-(4-bromo-2-chlorophenyl)ethyl]-2,2,2-trifluoroacetamide BrC1=CC(=C(C=C1)CCNC(C(F)(F)F)=O)Cl